6-n-propylcyclohexane-1,2-dicarboxylate C(CC)C1CCCC(C1C(=O)[O-])C(=O)[O-]